FCCC[Si](Cl)(Cl)C fluoropropyl-methyl-dichlorosilane